4-hydroxy-N-[(1S)-1-[4-(4-methyl-1,3-thiazoloyl)phenyl]ethyl]pyrrolidine-2-carboxamide hydrochloride Cl.OC1CC(NC1)C(=O)N[C@@H](C)C1=CC=C(C=C1)C(=O)C=1SC=C(N1)C